CC1(C2=CC=CC=C2N(C1=O)CCN3CCC(CC3)C(=O)C4=CC=C(C=C4)F)C.Cl The molecule is a hydrochloride resulting from the formal reation of equimolar amount of LY-310762 with hydrogen chloride. A potent and selective antagonist for the 5-hydroxytryptamine 1D (5-HT1D) receptor. It has a role as a receptor modulator and a serotonergic antagonist. It contains a LY-310762(1+).